S1NC(CC1)C(=O)N isothiazolidine-3-carboxamide